3-mercapto-3-methyl-hexan SC(CC)(CCC)C